BrC=1C=C(OC=2C=NC=C(C2)C2=CC(=C(C=C2)F)F)C=CC1OC1=CC=C(C=C1)S(=O)(=O)C 3-[3-bromo-4-(4-methanesulfonylphenoxy)phenoxy]-5-(3,4-difluoro-phenyl)pyridine